C(C)OC(=O)C=1N=C(NC1C)C1=C(C=CC(=C1)C(=O)OC)NC(=O)OC(C)(C)C [2-(tert-butoxycarbonylamino)-5-methoxycarbonyl-phenyl]-5-methylimidazole-4-carboxylic acid ethyl ester